2-Methylheptan-4-one CC(C)CC(CCC)=O